C1=NC(=CC2=CC=CC=C12)COC1=CC=CC(=N1)N1CCN(CC1)CC1=NC2=C(N1C[C@H]1OCC1)C=C(C=C2)C(=O)O (S)-2-((4-(6-(isoquinolin-3-ylmethoxy)pyridin-2-yl)piperazin-1-yl)methyl)-1-(oxetan-2-ylmethyl)-1H-benzo[d]imidazole-6-carboxylic acid